FC(OC1=C(C=CC(=N1)C(=O)OC)C)F methyl 6-(difluoromethoxy)-5-methylpicolinate